acetone-2-13C C[13C](=O)C